2-(5-methyl-1H-pyrazol-3-yl)isoquinolin-1(2H)-one CC1=CC(=NN1)N1C(C2=CC=CC=C2C=C1)=O